NC1=C(SC2=C(N=CC=C21)Cl)C(=O)O 3-Amino-7-chlorothieno[2,3-c]pyridine-2-carboxylic acid